ClC=1C=C(C=C(C1)Cl)C1CN(CC1)C(=O)N1C[C@@H]2[C@@H](OCC(N2)=O)CC1 (4aR,8aS)-6-(3-(3,5-Dichlorophenyl)pyrrolidine-1-carbonyl)hexahydro-2H-pyrido[4,3-b][1,4]oxazin-3(4H)-one